6-chloro-3-(((R)-1-((S)-9-fluoro-1,2,4a,5-tetrahydro-4H-[1,4]oxazino[4',3':4,5][1,4]oxazino[2,3-b]quinoxalin-11-yl)ethyl)amino)picolinonitrile ClC1=CC=C(C(=N1)C#N)N[C@H](C)C=1C=2N=C3C(=NC2C=C(C1)F)OC[C@H]1N3CCOC1